C1(CCCC1)[C@H]1N(CC[C@H](C1)C(F)(F)F)C(=O)N[C@@H](C)\C=C\S(=O)(=O)C (2S,4r)-2-cyclopentyl-N-((S,E)-4-(methylsulfonyl)but-3-en-2-yl)-4-(trifluoromethyl)piperidine-1-carboxamide